benzo[c]phenanthren-2-yl-boronic acid C1=C(C=CC=2C=CC=3C=CC=4C=CC=CC4C3C21)B(O)O